C1=CC=CC2=C1C1=C(P(O2)=O)C=CC=C1 6H-dibenzo(C,E)(1,2)oxaphosphorin-6-oxide